tert-butyl (2S)-1-[5-[[5-(1H-benzimidazol-2-yl)-1-[(4-methoxyphenyl)methyl]-pyrazol-3-yl] carbamoyl]-2-pyridyl]pyrrolidine-2-carboxylate N1C(=NC2=C1C=CC=C2)C2=CC(=NN2CC2=CC=C(C=C2)OC)NC(=O)C=2C=CC(=NC2)N2[C@@H](CCC2)C(=O)OC(C)(C)C